benzyl (3s,7r)-3-(((benzyloxy) carbonyl) amino)-7-(((tert-butyldimethylsilyl) oxy) methyl)-2,3,4,7-tetrahydro-1H-azepine-1-carboxylate C(C1=CC=CC=C1)OC(=O)N[C@@H]1CN([C@H](C=CC1)CO[Si](C)(C)C(C)(C)C)C(=O)OCC1=CC=CC=C1